(2R)-1-(2-chloroethyl)-2-methylpyrrolidine hydrochloride Cl.ClCCN1[C@@H](CCC1)C